COCCOC(C1=CC(=C(C=C1)Cl)C)=O 4-chloro-3-methylbenzoic acid-2-methoxyethyl ester